COC=1C(=C(C=CC1)C=1C(=C2C(=NC(=NN2C1)C=1N(C=CN1)C)O)C1=NC=CC(=C1)OC)C 6-(3-Methoxy-2-methylphenyl)-5-(4-methoxypyridin-2-yl)-2-(1-methyl-1H-imidazol-2-yl)pyrrolo[2,1-f][1,2,4]triazin-4-ol